6-Chloro-N-[5-(1,1-dideutero-2,2-difluoro-ethyl)-4-methoxy-pyrimidin-2-yl]-7-fluoro-1H-indole-3-sulfonamide ClC1=CC=C2C(=CNC2=C1F)S(=O)(=O)NC1=NC=C(C(=N1)OC)C(C(F)F)([2H])[2H]